(1R,6S)-2,2-difluoro-6-{[(4R)-1-isopropylazepan-4-yl]oxy}cyclohexan-1-amine FC1([C@@H]([C@H](CCC1)O[C@H]1CCN(CCC1)C(C)C)N)F